O1CCN(CC1)C=1C[C@@H]([C@H](OC1)C1=C(C=C(C(=C1)F)F)F)NC(OC(C)(C)C)=O tert-butyl ((2R,3S)-5-morpholino-2-(2,4,5-trifluorophenyl)-3,4-dihydro-2H-pyran-3-yl)carbamate